NC1=C(SC2=NC(=CC(=C21)C)C)C(=O)NC2CC=1C(=NC(=CC1)N1CC(C(C1)CF)N)OC2 3-amino-N-{7-[3-amino-4-(fluoromethyl)pyrrolidin-1-yl]-2H,3H,4H-pyrano[2,3-b]pyridin-3-yl}-4,6-dimethylthieno[2,3-b]pyridine-2-carboxamide